3-(4-chlorophenyl)-1H-imidazo[4,5-b]pyridin-2(3H)-one ClC1=CC=C(C=C1)N1C(NC=2C1=NC=CC2)=O